benzyl (2R)-2-(p-tolylsulfonyloxy)propanoate C1(=CC=C(C=C1)S(=O)(=O)O[C@@H](C(=O)OCC1=CC=CC=C1)C)C